NC1=NC(=NC=C1)N1C[C@H]([C@](CC1)(O)C)F (3R,4S)-1-(4-aminopyrimidin-2-yl)-3-fluoro-4-methylpiperidine-4-ol